ethyl (E)-2-((dimethylamino)methylene)-3-oxopentanoate CN(C)\C=C(\C(=O)OCC)/C(CC)=O